C(C)OC(CCCCC=CCO)=O 8-hydroxyoct-6-enoic acid ethyl ester